N-(QUINOLIN-2-YL)-(PHENYLAMINO)-1-DEOXY-BETA-D-GLUCOPYRANURONIC ACID N1=C(C=CC2=CC=CC=C12)N(C1=CC=CC=C1)[C@H]1[C@H](O)[C@@H](O)[C@H](O)[C@H](O1)C(=O)O